C(C1=CC=CC=C1)N1[C@@H](C(OC[C@H]1C)=O)C (3R,5R)-4-benzyl-3,5-dimethylmorpholin-2-one